tert-butyl ((1S,4S)-4-((3,5-bis(trifluoromethyl)phenyl)amino) cyclohexyl)carbamate FC(C=1C=C(C=C(C1)C(F)(F)F)NC1CCC(CC1)NC(OC(C)(C)C)=O)(F)F